2-(4-(2-((4-chloro-2-methoxybenzyl)oxy)pyrimidin-4-yl)-2,5-difluorobenzyl)-1-((1-(cyanomethyl)cyclopropyl)methyl)-1H-benzo[d]imidazole-6-carboxylic acid ClC1=CC(=C(COC2=NC=CC(=N2)C2=CC(=C(CC3=NC4=C(N3CC3(CC3)CC#N)C=C(C=C4)C(=O)O)C=C2F)F)C=C1)OC